F[C@H]1[C@]2(CC[C@@](C[C@@H]1OC1=CC=C(N=N1)C1=C(C=C(C=C1)C1=CC(NC=C1)=O)O)(N2C)C)C 4-(4-(6-(((1R,2S,3S,5S)-2-fluoro-1,5,8-trimethyl-8-azabicyclo[3.2.1]octan-3-yl)oxy)pyridazin-3-yl)-3-hydroxyphenyl)pyridin-2(1H)-one